C1(CC1)C1=CC(=NN(C1=O)[C@H](C(=O)[O-])CC(C)C)CCN1CC(C1)F (S)-2-(5-cyclopropyl-3-(2-(3-fluoroazetidin-1-yl)ethyl)-6-oxopyridazine-1(6H)-yl)-4-Methylpentanoate